C(C)C1CCC(CC1)CC(C(C)(C)C)=O 1-(4-ETHYLCYCLOHEXYL)-3,3-DIMETHYLBUTAN-2-ONE